ClC=1C(=NC(=NC1)NC=1C=NN(C1)C1CCNCC1)NC1=C(C#N)C(=CC=C1)OCC1=C(C=CC=C1)F 2-((5-chloro-2-((1-(piperidin-4-yl)-1H-pyrazol-4-yl)amino)pyrimidin-4-yl)amino)-6-((2-fluorobenzyl)oxy)benzonitrile